COC1=CC=C(C=N1)OC1CCN(CC1)C=1C(=CC=2C(N1)=C(OC2)C)C (R)-2-(4-((6-Methoxypyridin-3-yl)oxy)piperidin-1-yl)-3,7-dimethylfuro[3,4-b]pyridin